(R)-N-(2-(4-methylpiperazin-1-yl)-5-((6-(3-(3-(trifluoromethyl)phenyl)isoxazolidin-2-yl)pyrimidin-4-yl)amino)phenyl)acrylamide CN1CCN(CC1)C1=C(C=C(C=C1)NC1=NC=NC(=C1)N1OCC[C@@H]1C1=CC(=CC=C1)C(F)(F)F)NC(C=C)=O